FC=1C=NN(C1)C1=CC=CN=N1 6-(4-fluoro-1H-pyrazol-1-yl)pyridazine